O(CCCl)CCCl 1,1'-oxybis[2-chloroethane]